bis(2-hydroxy-3,5-di-tert-butylphenyl)benzotriazole OC1=C(C=C(C=C1C(C)(C)C)C(C)(C)C)C1=C(C2=C(NN=N2)C=C1)C1=C(C(=CC(=C1)C(C)(C)C)C(C)(C)C)O